2-(4-biphenylyl)benzimidazole C1(=CC=C(C=C1)C=1NC2=C(N1)C=CC=C2)C2=CC=CC=C2